BrC1=CC=C(C=C1)N1C=NN(C1=O)CSC1=CC(=C(OCC(=O)OCC)C=C1)F Ethyl 2-(4-(((4-(4-bromophenyl)-5-oxo-4,5-dihydro-1H-1,2,4-triazol-1-yl)methyl)thio)-2-fluorophenoxy)-acetate